ClC=1C=C2C(=NC=NC2=CC1C1=C(C=CC=C1C(F)(F)F)O)N1CCN(CC1)C(C=C)=O 1-(4-(6-chloro-7-(2-hydroxy-6-(trifluoro-methyl)phenyl)quinazolin-4-yl)piperazin-1-yl)prop-2-en-1-one